2-chloro-N-((1S,2R,4R)-7-cyano-7-azabicyclo[2.2.1]heptan-2-yl)-4-((3R)-3-(cyanomethyl)-1-pyrrolidinyl)benzamide ClC1=C(C(=O)N[C@H]2[C@@H]3CC[C@H](C2)N3C#N)C=CC(=C1)N1C[C@H](CC1)CC#N